rac-N-[(6S,7R)-7-({[1-(5-fluoropyrimidin-2-yl)piperidin-4-yl]oxy}methyl)-3-methyl-4,5,6,7-tetrahydro[1,2,3]triazolo[1,5-a]pyridin-6-yl]methanesulfonamide FC=1C=NC(=NC1)N1CCC(CC1)OC[C@H]1[C@H](CCC=2N1N=NC2C)NS(=O)(=O)C |r|